2,5-dioxopyrrole-1-carboxylic acid O=C1N(C(C=C1)=O)C(=O)O